N-(4-chlorophenyl)-4-[3-(4-methoxyphenylethyl)-1-[2-(4-morpholinyl)ethyl]ureido]-3-methylbenzamide ClC1=CC=C(C=C1)NC(C1=CC(=C(C=C1)N(C(=O)NCCC1=CC=C(C=C1)OC)CCN1CCOCC1)C)=O